C(C1=CC=CC=C1)OC1=CC=C(C=N1)N 6-(benzyloxy)pyridin-3-amine